5'-Benzoyl-2'-chloro-6-fluoro-3'-methoxy-5-(2-methoxyethoxy)-[1,1'-biphenyl]-2-carbonitrile C(C1=CC=CC=C1)(=O)C=1C=C(C(=C(C1)C=1C(=CC=C(C1F)OCCOC)C#N)Cl)OC